C123C(C45C(C(C1)CC[Si]1(O[SiH](O[SiH](O[SiH](O1)C)C)C)C)(O4)O5)(O2)O3 tetraepoxycyclohexylethyl-2,4,6,8-tetramethylcyclotetrasiloxane